tert-butylcarbonyl (1-(5-(6-ethoxy-1H-pyrazolo[3',4':3,4]pyrazolo[1,5-a]pyridin-4-yl)pyridin-2-yl)-4-(morpholinomethyl)piperidin-4-yl)carbamate C(C)OC=1C=C(C=2N(C1)N=C1C2C=NN1)C=1C=CC(=NC1)N1CCC(CC1)(CN1CCOCC1)NC(OC(=O)C(C)(C)C)=O